[1,4]oxazepin-3(2H)-carboxylate O1CC(N=CC=C1)C(=O)[O-]